FCCCCCCCCC(COC(CCCCCCCN(CCCCCCC(C(=O)OCCCCCCCCC(C)C)C)CCO)=O)CCCCCC 9-methyldecyl 8-((8-((10-fluoro-2-hexyldecyl)oxy)-8-oxooctyl)(2-hydroxyethyl)amino)-2-methyloctanoate